N[C@@H]1C[C@@H](CN(C1)C1=NC(=NC2=C(C(=C(C=C12)Cl)C1=CC=CC2=C1N=C(S2)N)F)OC[C@H]2N(CCC2)C)O (3S,5R)-5-amino-1-(7-(2-aminobenzo[d]thiazol-4-yl)-6-chloro-8-fluoro-2-(((S)-1-methyl-pyrrolidin-2-yl)methoxy)quinazolin-4-yl)piperidin-3-ol